Heptadecan-9-yl 8-((3-((2-(methylamino)-3,4-dioxocyclobut-1-en-1-yl)amino)propyl)(8-oxo-8-(2-(4-propylcyclohexyl)ethoxy)octyl)amino)octanoate CNC1=C(C(C1=O)=O)NCCCN(CCCCCCCC(=O)OC(CCCCCCCC)CCCCCCCC)CCCCCCCC(OCCC1CCC(CC1)CCC)=O